methyl 1-(2-hydroxyethyl)-2-oxo-1,2-dihydropyridine-3-carboxylate OCCN1C(C(=CC=C1)C(=O)OC)=O